C1=CC=CC=2C3=CC=CC=C3C(C12)COC(=O)N[C@@H](C(=O)O)CC=1OC=CC1 (R)-2-(((9H-fluoren-9-yl)methoxy)carbonylamino)-3-(furan-2-yl)propionic acid